2-(4-formyl-2H-1,2,3-triazol-2-yl)-4-methylpyrimidine-5-carbonitrile C(=O)C1=NN(N=C1)C1=NC=C(C(=N1)C)C#N